O[C@@H]1[C@H](O)[C@H](O)[C@@H](O)[C@@H](O1)C β-L-Rhamnose